CC1=NC=C(C(=O)NCCN2C[C@@H](OCC2)C)C=C1NC1=NN(C=2C=3N(N=CC21)C=C(C3)C=3C=NN(C3)C)C (S)-6-methyl-5-((1-methyl-8-(1-methyl-1H-pyrazol-4-yl)-1H-pyrazolo[3,4-d]pyrrolo[1,2-b]pyridazin-3-yl)amino)-N-(2-(2-methylmorpholino)ethyl)nicotinamide